(S)-2-((4-((2-hydroxy-1-phenylethyl)amino)-5-(1,2,4-oxadiazol-5-yl)pyridin-2-yl)amino)-7,7-dimethyl-6-propyl-6,7-dihydro-5H-pyrrolo[3,4-b]pyridin-5-one OC[C@H](C1=CC=CC=C1)NC1=CC(=NC=C1C1=NC=NO1)NC1=CC=C2C(=N1)C(N(C2=O)CCC)(C)C